6-(1-(2-cyclobutyl-2-azaspiro[3.3]hept-6-yl)piperidin-4-yl)-1,4-dimethyl-2-(4-(methylsulfonyl)phenyl)-1H-benzo[d]imidazole C1(CCC1)N1CC2(C1)CC(C2)N2CCC(CC2)C=2C=C(C1=C(N(C(=N1)C1=CC=C(C=C1)S(=O)(=O)C)C)C2)C